CC(CCCCCCCCCCCCCC)CCCC(CCCC(CCCCCCCCCCCCCCCC)C)C 15,19,23-Trimethylnonatriacontane